FC=1C(=NC=NC1N1[C@H](COC[C@H]1C1=CC(=CC=C1)C(F)(F)F)C)NC[C@@H]1[C@H](CN(CC1)CC(=O)N)O |o1:8,12,26,27| rel-2-((3R,4R)-4-(((5-fluoro-6-((3S,5R)-3-methyl-5-(3-(trifluoromethyl)phenyl)morpholino)pyrimidin-4-yl)amino)methyl)-3-hydroxypiperidin-1-yl)acetamide